4-((1-(2-chloro-4-(trifluoromethyl)phenyl)-1H-1,2,3-triazol-4-yl)methyl)-2-(3,6-dihydro-2H-pyran-4-yl)-5-ethyl-6-(piperazin-1-yl)-[1,2,4]triazolo[1,5-a]pyrimidin-7(4H)-one ClC1=C(C=CC(=C1)C(F)(F)F)N1N=NC(=C1)CN1C=2N(C(C(=C1CC)N1CCNCC1)=O)N=C(N2)C=2CCOCC2